CCCCCCCCCCCCCCCCCCOC[C@H](COP(=O)(O)OC[C@H](CO)O)OC(=O)CCCCCCC/C=C\CCCCCC 1-octadecyl-2-(9Z-hexadecenoyl)-glycero-3-phospho-(1'-sn-glycerol)